β-(2-thienyl)alanine S1C(=CC=C1)C[C@H](N)C(=O)O